ClC=1C=NC(=NC1)CN1C(=NC(=C1)C(F)F)C=1C=NC(=CC1)Cl 5-chloro-2-[[2-(6-chloro-3-pyridinyl)-4-(difluoromethyl)imidazol-1-yl]methyl]pyrimidine